methyl 4-(tert-butoxycarbonylamino)bicyclo[2.2.2]octane-1-carboxylate C(C)(C)(C)OC(=O)NC12CCC(CC1)(CC2)C(=O)OC